COC1=C(CN(CCOCCN2CCN(CC2)C=2C=C3C(N(C(C3=CC2)=O)C2C(NC(CC2)=O)=O)=O)C)C(=CC(=C1)C1=CN(C(C2=CN=CC=C12)=O)C)OC 5-(4-(2-(2-((2,6-dimethoxy-4-(2-methyl-1-oxo-1,2-dihydro-2,7-naphthyridin-4-yl)benzyl)(methyl)amino)ethoxy)ethyl)piperazin-1-yl)-2-(2,6-dioxopiperidin-3-yl)isoindoline-1,3-dione